FC=1C(=CC=2C3=C(NC(C2C1)=O)COC[C@@H]3N(C(=O)C=3NC1=CC(=C(C=C1C3)F)F)C)F |r| Racemic-N-(8,9-difluoro-6-oxo-1,4,5,6-tetrahydro-2H-pyrano[3,4-c]isoquinolin-1-yl)-5,6-difluoro-N-methyl-1H-indole-2-carboxamide